(Z)-1'-(Azetidin-1-ylmethyl)-[2,3'-biindolinylidene]-2',3-dione N1(CCC1)CN1C(\C(\C2=CC=CC=C12)=C\1/NC2=CC=CC=C2C1=O)=O